OC1CCC(CC1)OC=1C(=CC(=NC1)C)C1=CC=2N(C=C1)N=C(C2)NC2=CC(=C(C(=O)NC(C)C)C(=C2)OC)OC 4-[[5-[5-(4-hydroxycyclohexoxy)-2-methyl-4-pyridyl]pyrazolo[1,5-a]pyridin-2-yl]amino]-N-isopropyl-2,6-dimethoxy-benzamide